ClC=1C=C(C=C(C1)F)C(C1=CN=C(S1)NC(OC(C)(C)C)=O)O tert-butyl (5-((3-chloro-5-fluorophenyl)(hydroxy)methyl)thiazol-2-yl)carbamate